C(C)(C)(C)OC(=O)N1CCC2(CCN(C2)C)CC1 2-methyl-2,8-diazaspiro[4.5]decane-8-carboxylic acid tert-butyl ester